[O-][As](=O)([O-])[O-] The molecule is an arsenate ion resulting from the removal of three protons from arsenic acid. It is a conjugate base of an arsenate(2-).